C(CCCCCCCC)N(CC(=O)N1C2CN(C(C1)C2)C(CN(CCCCCCCCC)CCN(CCCCCCCCC)CCCCCCCCC)=O)CCCCCCCCC 2-(dinonylamino)-1-(5-(N-(2-(dinonylamino)ethyl)-N-non-ylglycyl)-2,5-diazabicyclo[2.2.1]heptan-2-yl)ethan-1-one